NC1=NC=NC(=N1)Cl 4-amino-6-chloro-1,3,5-triazine